C(#N)C=1C=C(C=CC1)C=1C=C(OC1)C(=O)O 4-(3-cyanophenyl)furan-2-carboxylic acid